ClC1=C(C(=CC(=C1)C(F)(F)F)Cl)N1CC(CN(S1(=O)=O)CC(=O)NC1C2CC3(CC(CC1C3)C2)C(=O)N)C 4-(2-(6-(2,6-dichloro-4-(trifluoromethyl)phenyl)-4-methyl-1,1-dioxido-1,2,6-thiadiazinan-2-yl)acetamido)adamantane-1-carboxamide